C1(=CC=CC2=CC=CC=C12)C1(CC1)C1OC2=C(C1CCC)C=CC(=C2)C(=O)N (1-(naphthalen-1-yl)cyclopropyl)-3-propyl-2,3-dihydrobenzofuran-6-carboxamide